ClC1=CC=C(C=C1)CC(=O)N1C2=C(CC1)SC(=C2)C(F)(F)F 2-(4-chlorophenyl)-1-(2-(trifluoromethyl)-5,6-dihydro-4H-thieno[3,2-b]pyrrol-4-yl)ethanone